ClC1=C(C=C(C=C1)Cl)NC(=O)N1CCC2(CC1)CN(C1=CC=CC=C12)C(CC)=O N-(2,5-dichlorophenyl)-1-propionyl-spiro[indoline-3,4'-piperidine]-1'-carboxamide